Methyl 5-(6-fluoro-2,2-dimethyl-4-(((trifluoromethyl)sulfonyl)oxy)-2H-chromen-7-yl)picolinate FC=1C=C2C(=CC(OC2=CC1C=1C=CC(=NC1)C(=O)OC)(C)C)OS(=O)(=O)C(F)(F)F